(R,E)-4-(cyclopropyl(methyl)amino)-1-(3-(1-(4-(2-fluoro-3-methoxyphenoxy)phenyl)-8-methylimidazo[1,5-a]pyrazin-3-yl)pyrrolidin-1-yl)but-2-en-1-one C1(CC1)N(C/C=C/C(=O)N1C[C@@H](CC1)C1=NC(=C2N1C=CN=C2C)C2=CC=C(C=C2)OC2=C(C(=CC=C2)OC)F)C